(R)-N-(4-((4-(2,2-dichlorocyclopropyl)-6-(methylsulfonyl)pyridin-2-yl)amino)-5-(2,2-dimethyl-2,3-dihydro-[1,4]dioxino[2,3-b]pyridin-6-yl)pyridin-2-yl)acetamide ClC1([C@H](C1)C1=CC(=NC(=C1)S(=O)(=O)C)NC1=CC(=NC=C1C1=CC=C2C(=N1)OCC(O2)(C)C)NC(C)=O)Cl